4-Chloro-2-cyclopropyl-6-methylaniline ClC1=CC(=C(N)C(=C1)C)C1CC1